N-(2-((5-cyano-4-((2-isopropoxyphenyl)amino)pyrimidin-2-yl)amino)-5-(4-hydroxy-[1,4'-bipiperidin]-1'-yl)phenyl)acrylamide C(#N)C=1C(=NC(=NC1)NC1=C(C=C(C=C1)N1CCC(CC1)N1CCC(CC1)O)NC(C=C)=O)NC1=C(C=CC=C1)OC(C)C